C(C)OCCOC1=CC=C(CNC=2C3=C(N=C(N2)C2=C(C=CC=C2)C(C)C)C=CO3)C=C1 N-(4-(2-Ethoxyethoxy)benzyl)-2-(2-isopropylphenyl)furo[3,2-d]pyrimidin-4-amine